CC1(CC(C1)NC=1N=CC2=C(N1)NC=C2C2=NC=1N(C=C2)N=CC1)O (1s,3s)-1-methyl-3-((5-(pyrazolo[1,5-a]pyrimidin-5-yl)-7H-pyrrolo[2,3-d]pyrimidin-2-yl)amino)cyclobutan-1-ol